[Si](C)(C)(C(C)(C)C)OC=1C(=C(C(=O)OC)C=CC1)C methyl 3-((tert-butyldimethylsilyl)oxy)-2-methylbenzoate